5-bromo-1-methyl-4-nitro-1H-indazole BrC=1C(=C2C=NN(C2=CC1)C)[N+](=O)[O-]